3-(((benzyloxy) carbonyl) (methyl) amino)-4-hydroxypiperidine-1-carboxylate C(C1=CC=CC=C1)OC(=O)N(C1CN(CCC1O)C(=O)[O-])C